diisooctyl-bis-(2-methoxyethoxy)silane C(CCCCC(C)C)[Si](OCCOC)(OCCOC)CCCCCC(C)C